BrC1=CC=C2C(=NC(=NC2=C1F)Cl)N1CC2(CNC(N2)=O)CCC1 7-(7-bromo-2-chloro-8-fluoroquinazolin-4-yl)-1,3,7-triazaspiro[4.5]decan-2-one